N'-(2-chloro-5-fluoro-phenyl)-4-[[(1S,5R)-8-(2-cyanoethyl)-8-azabicyclo[3.2.1]octan-3-yl]amino]-6-(4-methoxy-2-methyl-phenyl)pyrrolo[1,2-b]pyridazine-3-carboxamidine ClC1=C(C=C(C=C1)F)N=C(N)C1=C(C=2N(N=C1)C=C(C2)C2=C(C=C(C=C2)OC)C)NC2C[C@@H]1CC[C@H](C2)N1CCC#N